9-azabicyclo[3.3.1]Nonane hydrochloride Cl.C12CCCC(CCC1)N2